pyrrolo[2,3]pyridine-4-carbaldehyde N1=CC=C2C1=CC=CN2C=O